ClC1=CC=2N(N=C1CO)C=C(N2)[C@H](C2CCC(CC2)(F)F)NC(OCC2=CC=CC=C2)=O benzyl (S)-((7-chloro-6-(hydroxymethyl)imidazo[1,2-b]pyridazin-2-yl)(4,4-difluorocyclohexyl)methyl)carbamate